OC1=CC=C(C=C1)C1C2C=CC(C1)C2=O 5-(4-hydroxyphenyl)-7-oxo-bicyclo[2.2.1]Hept-2-ene